2'-aminoguanosine N[C@@]1([C@@H](O[C@@H]([C@H]1O)CO)N1C=NC=2C(=O)NC(N)=NC12)O